FC=1C=C2C(C=C(NC2=C(C1)[N+](=O)[O-])C(=O)OC)=C=O methyl 6-fluoro-8-nitro-4-carbonyl-1,4-dihydroquinoline-2-carboxylate